(1R,2R)-2-(benzyloxy)-N-methyl-N-(2-methylbut-3-yn-2-yl)cyclopentylamine C(C1=CC=CC=C1)O[C@H]1[C@@H](CCC1)N(C(C)(C#C)C)C